5-(5,6,7,8-tetrahydro-1,8-naphthyridin-2-yl)pentanamide N1=C(C=CC=2CCCNC12)CCCCC(=O)N